C(C)(=O)N1CCC(CC1)N1C(C2=CC=CC(=C2C1=O)[N+](=O)[O-])=O 2-(1-acetylpiperidin-4-yl)-4-nitroisoindoline-1,3-dione